2,5-dichlorofuran Nonenoate C(C=CCCCCCC)(=O)O.ClC=1OC(=CC1)Cl